(S)-3-((5-chloro-2-((2-(difluoromethoxy)-4-(4-(3,4-dimethylpiperazin-1-yl)piperidin-1-yl)phenyl)amino)pyrimidin-4-yl)amino)thiophene-2-carboxamide ClC=1C(=NC(=NC1)NC1=C(C=C(C=C1)N1CCC(CC1)N1C[C@@H](N(CC1)C)C)OC(F)F)NC1=C(SC=C1)C(=O)N